ClC1=CC(=C(C=N1)N)NC1COC1 6-chloro-N4-(oxetan-3-yl)pyridine-3,4-diamine